cis-5-cyclopropyl-1-[8-(trifluoromethyl)quinoxalin-5-yl]Piperidine-3-amine C1(CC1)[C@@H]1C[C@@H](CN(C1)C1=C2N=CC=NC2=C(C=C1)C(F)(F)F)N